CC(C)CCC(C(CC)C)C 2,5,6-trimethyloctane